N-(oxetan-3-ylmethyl)-[1,2,4]triazolo[4,3-a]quinazolin-5-amine O1CC(C1)CNC1=NC=2N(C3=CC=CC=C13)C=NN2